NC1(CCNCC1)C(=O)O 4-Amino-4-piperidinecarboxylic acid